2,2'-(1,3-Phenylen)bis(2-oxazolin) C1(=CC(=CC=C1)C=1OCCN1)C=1OCCN1